((8-(4-cyanophenyl)-2,3-dihydro-4H-pyrido[4,3-b][1,4]thiazin-4-yl)Sulfonyl)benzonitrile C(#N)C1=CC=C(C=C1)C1=CN=CC2=C1SCCN2S(=O)(=O)C2=C(C#N)C=CC=C2